ClC=1C=C(C=CC1F)NC(=O)C=1N(C=C2C(CCCC12)NC(OCC1=NN(C=N1)C)=O)C (1-Methyl-1H-1,2,4-triazol-3-yl)methyl (1-((3-chloro-4-fluorophenyl) carbamoyl)-2-methyl-4,5,6,7-tetrahydro-2H-isoindol-4-yl)carbamate